CC1=CC(=NO1)C(=O)NC=1C(=NC(=CC1)NC1CCOCC1)C 5-methyl-N-(2-methyl-6-((tetrahydro-2H-pyran-4-yl)amino)pyridin-3-yl)isoxazole-3-carboxamide